Methyl-5-benzyloxy-1-(3,3-difluorocyclobutyl)-3-iodo-2-isopropyl-indole CC1=C2C(=C(N(C2=CC=C1OCC1=CC=CC=C1)C1CC(C1)(F)F)C(C)C)I